tert-butyl ({(2S)-4-methyl-2-[({4-[(trifluoromethyl)sulfanyl]phenyl}carbamoyl)amino]pentanoyl}amino)acetate CC(C[C@@H](C(=O)NCC(=O)OC(C)(C)C)NC(NC1=CC=C(C=C1)SC(F)(F)F)=O)C